N-((R)-1-(4-(ethylsulfonyl)phenyl)-2-hydroxyethyl)-4-(piperidin-2-yl)benzamide C(C)S(=O)(=O)C1=CC=C(C=C1)[C@H](CO)NC(C1=CC=C(C=C1)C1NCCCC1)=O